di((Z)-non-2-en-1-yl)8,8'-((3-((2-hydroxyethyl)(8-(((Z)-non-2-en-1-yl)oxy)-8-carbonyloctyl)amino)propyl)azanediyl)dioctanoate C(\C=C/CCCCCC)OC(CCCCCCCN(CCCCCCCC(=O)OC\C=C/CCCCCC)CCCN(CCCCCCCC(=C=O)OC\C=C/CCCCCC)CCO)=O